ClC1=CNC=2N=C(N=C(C21)NC2=C(C=CC=C2)NS(=O)(=O)C)NC=2C=CC1=C(OC[C@@H]3N1CCN(C3)C)C2 (R)-N-(2-((5-chloro-2-((3-methyl-1,2,3,4,4a,5-hexahydrobenzo[b]pyrazino[1,2-d][1,4]oxazin-8-yl)amino)-7H-pyrrolo[2,3-d]pyrimidin-4-yl)amino)phenyl)methanesulfonamide